2-(2-((9,9-dimethyl-7-(piperazin-1-ylmethyl)-9,10-dihydroacridin-3-yl)methoxy)ethoxy)ethan-1-ol CC1(C2=CC(=CC=C2NC=2C=C(C=CC12)COCCOCCO)CN1CCNCC1)C